Trihydroxyethylmethane OC(CC)(O)O